FC1(CCC(CC1)N1C(=NC=2C1=NC=C(C2)C=2C(=NOC2C)C)[C@@H]2CCC(N2C2=CC(=C(C=C2)OC)F)=O)F (S)-5-(3-(4,4-difluorocyclohexyl)-6-(3,5-dimethylisoxazol-4-yl)-3H-imidazo[4,5-b]pyridin-2-yl)-1-(3-fluoro-4-methoxyphenyl)pyrrolidin-2-one